3-((methylamino)methyl)-1H-1,2,4-triazol-5(4H)-one, Hydrochloride Cl.CNCC1=NNC(N1)=O